NC=1C2=C(N=CN1)N(C=C2C2=CC(=C(C=C2)NC(=O)NC2=CC(=NO2)C2(CC2)C(F)(F)F)CO)C2CC2 1-(4-(4-AMINO-7-CYCLOPROPYL-7H-PYRROLO[2,3-D]PYRIMIDIN-5-YL)-2-(HYDROXYMETHYL)PHENYL)-3-(3-(1-(TRIFLUOROMETHYL)CYCLOPROPYL)ISOXAZOL-5-YL)UREA